CN1C(=NN=C1)S[C@@H](C)C=1C=C(C=CC1)C1=CC(=NO1)C1=CC=CC=C1 (S)-5-(3-(1-((4-methyl-4H-1,2,4-triazol-3-yl)thio)ethyl)phenyl)-3-phenylisoxazole